O[C@H](C(=O)O)C(C)C (2S)-2-Hydroxy-3-methylbutanoic acid